C(C)(C)(C)OC(=O)NCCCN1N=C(C(=C1C(=O)OCC)Cl)C(=O)OCC diethyl 1-[3-(tert-butoxycarbonylamino)propyl]-4-chloro-pyrazole-3,5-dicarboxylate